2-(5-bromo-3-nitrophenyl)-4,5-dihydro-3H-imidazole BrC=1C=C(C=C(C1)C1=NCCN1)[N+](=O)[O-]